N-[5-[(tert-butyldimethylsilyl)oxy]pyridin-2-yl]-4-(4-chlorophenyl)piperidine-1-carboxamide [Si](C)(C)(C(C)(C)C)OC=1C=CC(=NC1)NC(=O)N1CCC(CC1)C1=CC=C(C=C1)Cl